O1C(CCCC1)N1N=C(C=2C1=NC=CC2)B(O)O 1-(oxan-2-yl)pyrazolo[3,4-b]pyridin-3-ylboronic acid